FC1=C(C=C(C=C1C)C1=C(C=CC=C1C)C)[C@H](CC(=O)O)NC(C(CC(C)C)N1C(C=C(C(=C1)CCN1CC(C1)F)C)=O)=O (3S)-3-(4-fluoro-2',5,6'-trimethyl-[1,1'-biphenyl]-3-yl)-3-(2-(5-(2-(3-fluoroazetidin-1-yl)ethyl)-4-methyl-2-oxopyridin-1(2H)-yl)-4-methylpentanamido)propanoic acid